5-methyl-1-phenyl-1H-1,2,3-triazole-4-carbonyl chloride CC1=C(N=NN1C1=CC=CC=C1)C(=O)Cl